C(#N)C1=C(OC=2C=C3C(N(C=NC3=CC2)C2C3CN(CC23)C2=CC=C(C(=O)O)C=C2)=O)C(=CC=C1NS(N(C)CC)(=O)=O)F 4-[6-[6-[2-cyano-3-[[ethyl(methyl)sulfamoyl]amino]-6-fluoro-phenoxy]-4-oxo-quinazolin-3-yl]-3-azabicyclo[3.1.0]hexan-3-yl]benzoic acid